tert-butyl 4-(6-chloro-2-(((S)-1-methylpyrrolidin-2-yl)methoxy)-7-(4,4,5,5-tetramethyl-1,3,2-dioxaborolan-2-yl)quinazolin-4-yl)-2-(cyanomethyl)piperazine-1-carboxylate ClC=1C=C2C(=NC(=NC2=CC1B1OC(C(O1)(C)C)(C)C)OC[C@H]1N(CCC1)C)N1CC(N(CC1)C(=O)OC(C)(C)C)CC#N